tert-butyl (3-bromobenzyl)(ethyl)carbamate BrC=1C=C(CN(C(OC(C)(C)C)=O)CC)C=CC1